N1=C(N=C(C2=C1NC=C2)N)N 7H-pyrrolo[2,3-d]pyrimidin-2,4-diamine